tetracosyl palmitate C(CCCCCCCCCCCCCCC)(=O)OCCCCCCCCCCCCCCCCCCCCCCCC